N-(4-((5-(1,6-dimethyl-1H-pyrazolo[3,4-b]pyridin-4-yl)-3-methyl-4,5,6,7-tetrahydro-1H-pyrazolo[4,3-c]pyridin-1-yl)methyl)bicyclo[2.2.2]oct-1-yl)-4-methylmorpholine-3-carboxamide CN1N=CC=2C1=NC(=CC2N2CC1=C(CC2)N(N=C1C)CC12CCC(CC1)(CC2)NC(=O)C2N(CCOC2)C)C